3-methoxyprop-1-yne COCC#C